5-chloro-6-(cyclopentylmethoxy)-N-(2,4-dimethoxybenzyl)-benzo[d]isoxazol-3-amine ClC=1C(=CC2=C(C(=NO2)NCC2=C(C=C(C=C2)OC)OC)C1)OCC1CCCC1